1-[(3S)-3-methyl-4-{8-[(3-methyl-4-{[1,2,4]triazolo[1,5-a]pyridin-7-yloxy}phenyl)amino]pyrimido[5,4-d][1,3]diazin-2-yl}piperazin-1-yl]prop-2-en-1-one C[C@H]1CN(CCN1C=1N=CC2=C(N1)C(=NC=N2)NC2=CC(=C(C=C2)OC2=CC=1N(C=C2)N=CN1)C)C(C=C)=O